C(#C)C1=C(C=CC=C1)NC1=NC(=NC=C1C(=O)N)NC1=C(C=C2CCN(CC2=C1)C)OC 4-[(2-ethynylphenyl)amino]-2-[(6-methoxy-2-methyl-1,2,3,4-tetrahydroisoquinolin-7-yl)amino]pyrimidine-5-carboxamide